C1(CC1)CC1=CNC=2N=CN=C(C21)N[C@@H]2CC[C@@H](N(C2)C(C=C)=O)C ((2s,5r)-5-((5-(cyclopropylmethyl)-7H-pyrrolo[2,3-d]pyrimidin-4-yl)amino)-2-methylpiperidin-1-yl)prop-2-en-1-one